Nα-(((9H-fluoren-9-yl)methoxy)carbonyl)-1-(3-methoxybenzyl)-Nα-methyl-L-tryptophan C1=CC=CC=2C3=CC=CC=C3C(C12)COC(=O)N([C@@H](CC1=CN(C2=CC=CC=C12)CC1=CC(=CC=C1)OC)C(=O)O)C